1-azido-2-(chloromethyl)-4-phenylmethoxybutan-2-ol N(=[N+]=[N-])CC(CCOCC1=CC=CC=C1)(O)CCl